N-((1R)-3-cyano-3-azabicyclo[3.1.0]hexan-1-yl)-4-(4-(phenylamino)pyridin-3-yl)benzamide C(#N)N1C[C@]2(CC2C1)NC(C1=CC=C(C=C1)C=1C=NC=CC1NC1=CC=CC=C1)=O